C(CCCC)(=O)OC 1-methyl valerate